1-(((2S)-2-hydroxy-3-(1-piperidyl)propyl)amino)-4-(((2S)-2-oxiranylmethyl)amino)-9,10-anthraquinone O[C@@H](CNC1=CC=C(C=2C(C3=CC=CC=C3C(C12)=O)=O)NC[C@@H]1OC1)CN1CCCCC1